CC([C@@H](C(N1CCC=2C1=CN(C(C2)=O)C2=CC=CC=C2)=O)NC([C@H](C)NC)=O)C (S)-N-((S)-3,3-dimethyl-1-oxo-1-(5-oxo-6-phenyl-2,3,5,6-tetrahydro-1H-pyrrolo[2,3-c]pyridine-1-yl)propane-2-yl)-2-(methylamino)propanamide